ClC1=C(C(=O)NCC(N2CCC(CC2)OC2=NC(=NC(=C2)C)F)C2=C(N=CS2)C(F)F)C(=CC=C1)F 2-Chloro-N-{2-[4-(difluoromethyl)-1,3-thiazol-5-yl]-2-{4-[(2-fluoro-6-methylpyrimidin-4-yl)oxy]piperidin-1-yl}ethyl}-6-fluorobenzamide